[Co].[Mn].[Ni].[Li].CC1=NOC(=C1COC1=C(C(=O)NCCC2=CC=C(C=C2)S(N)(=O)=O)C=CC(=C1)OC)C 2-((3,5-dimethylisoxazol-4-yl)methoxy)-4-methoxy-N-(4-sulfamoylphenethyl)benzamide lithium-nickel-Manganese-cobalt